(13R)-16-fluoro-13-methyl-19-(oxan-2-yl)-8,14-dioxa-10,19,20-triazatetracyclo[13.5.2.12,6.018,21]tricosa-1(20),2,4,6(23),15,17,21-heptaen-9-one FC1=C2O[C@@H](CCNC(OCC=3C=CC=C(C4=NN(C(=C1)C4=C2)C2OCCCC2)C3)=O)C